(vinylphenyl)silane C(=C)C1=C(C=CC=C1)[SiH3]